NC1=NNC(=C1)C1=C(C=C(C=C1)[C@@H]1CN(CCO1)C(=O)OC(C)(C)C)OC tert-butyl (2R)-2-[4-(3-amino-1H-pyrazol-5-yl)-3-methoxy-phenyl]morpholine-4-carboxylate